C(C=1C(=C(C=CC1)O)N)C=1C(=C(C=CC1)O)N methylenebis(2-aminophenol)